2-amino-1-naphthalenesulfonic acid NC1=C(C2=CC=CC=C2C=C1)S(=O)(=O)O